(2S,4S)-4-fluoro-1-[2-[4-(8-isoquinolylamino)-1-piperidyl]acetyl]pyrrolidine-2-carbonitrile F[C@H]1C[C@H](N(C1)C(CN1CCC(CC1)NC=1C=CC=C2C=CN=CC12)=O)C#N